4-(N-(3-(tert-butyl)-5-cyclopropylbenzyl)-2-(N-(4-methoxybenzyl)-(2,3,4,5,6-pentafluoro-phenyl)sulfonamido)acetamido)-2-hydroxybenzoic acid C(C)(C)(C)C=1C=C(CN(C(CN(S(=O)(=O)C2=C(C(=C(C(=C2F)F)F)F)F)CC2=CC=C(C=C2)OC)=O)C2=CC(=C(C(=O)O)C=C2)O)C=C(C1)C1CC1